ClC1=CC2=C(N(C(C(N2C)=O)=O)C2C(CN(CC2)CC2=CC=C(C=C2)OC(F)(F)F)(C)C)N=C1 7-chloro-4-(3,3-dimethyl-1-(4-(trifluoromethoxy)benzyl)piperidin-4-yl)-1-methyl-1,4-dihydropyrido[2,3-b]pyrazine-2,3-dione